C1(CC1)C(C1=NC=2N(C=C1)C=C(N2)[C@@H](NC(=O)C2=NN(N=C2)CCC(F)(F)F)C2CCC(CC2)(F)F)NC(CCC(F)(F)F)=O N-((1S)-(7-(Cyclopropyl(4,4,4-trifluorobutanamido)methyl)imidazo[1,2-a]pyrimidin-2-yl)(4,4-difluorocyclohexyl)methyl)-2-(3,3,3-trifluoropropyl)-2H-1,2,3-triazole-4-carboxamide